2-{2-[(1H-1,3-Benzodiazol-2-ylmethyl)amino]ethyl}-N-(pyridin-4-ylmethyl)-1,3-thiazole-4-carboxamide trihydrochloride Cl.Cl.Cl.N1C(=NC2=C1C=CC=C2)CNCCC=2SC=C(N2)C(=O)NCC2=CC=NC=C2